4-(naphthalene-2-sulfonyl)morpholine 2-(acryloyloxy)ethyl-4-(4,8-dimethylnonyl)cyclohexanecarboxylate C(C=C)(=O)OCCOC(=O)C1CCC(CC1)CCCC(CCCC(C)C)C.C1=C(C=CC2=CC=CC=C12)S(=O)(=O)N1CCOCC1